C(CCC)OC(C1C(C=NC=C1)(S(=O)(=O)C1=CC=C(C)C=C1)C)=O 3-methyl-3-(p-toluenesulfonyl)isonicotinic acid butyl ester